diethyl pyridine-6,6-dicarboxylate N1C=CC=CC1(C(=O)OCC)C(=O)OCC